(S)-(8-(3,4-difluorophenyl)-6-azaspiro[3.4]octan-6-yl)(3-hydroxyisoxazol-5-yl)methanone FC=1C=C(C=CC1F)[C@@H]1CN(CC12CCC2)C(=O)C2=CC(=NO2)O